2',5-dichloro-N-(5-cyano-6-(2H-1,2,3-triazol-2-yl)pyridin-3-yl)-2,4'-difluoro-[1,1'-biphenyl]-4-carboxamide ClC1=C(C=CC(=C1)F)C1=C(C=C(C(=C1)Cl)C(=O)NC=1C=NC(=C(C1)C#N)N1N=CC=N1)F